ClC1=CC=C(C=C1)C1=CC(=NC(=N1)C=1C=NC=CC1)NCC 6-(4-chlorophenyl)-N-ethyl-2-(pyridin-3-yl)pyrimidin-4-amine